C(C)(=O)C1=C(C(=O)O)C=CC(=C1)C(=O)O 2-acetyl-terephthalic acid